6-ethynyl-pyrazolo[1,5-a]pyridine C(#C)C=1C=CC=2N(C1)N=CC2